COC1=CC=C(C=C1)C(OC[C@]12O[C@H]([C@H](N(C1)C1=NN(C(=N1)C)C)[C@@H]2O)N2C(NC(C(=C2)C)=O)=O)(C2=CC=CC=C2)C2=CC=C(C=C2)OC 1-[(1R,3R,4R,7S)-1-[[bis(4-methoxyphenyl)-phenyl-methoxy]methyl]-5-(1,5-dimethyl-1,2,4-triazol-3-yl)-7-hydroxy-2-oxa-5-azabicyclo[2.2.1]heptan-3-yl]-5-methyl-pyrimidine-2,4-dione